C(C1=CC=CC=C1)O[C@H]1[C@H]([C@@H](O[C@]1(CO[Si](C1=CC=CC=C1)(C1=CC=CC=C1)C(C)(C)C)COCC1=CC=CC=C1)N1C(NC(C=C1)=O)=O)O 1-{3-O-Benzyl-4-[(benzyloxy)methyl]-5-O-[tert-butyl(diphenyl)silyl]-α-L-lyxofuranosyl}pyrimidine-2,4(1H,3H)-dione